3-AMINOPROPYLMETHYLDIETHOXYSILANE NCCC[Si](OCC)(OCC)C